COC([C@H](NC(=O)OC(C)(C)C)CO)=O (t-butoxycarbonyl)-D-serine methyl ester